2-methylthiazolo[4,5-b]pyridin-6-amine CC=1SC=2C(=NC=C(C2)N)N1